5-(tert-butyl) 2-ethyl 3-fluoro-7,8-dihydro-4H-pyrazolo[1,5-a][1,4]diazepine-2,5(6H)-dicarboxylate FC=1C(=NN2C1CN(CCC2)C(=O)OC(C)(C)C)C(=O)OCC